C1CCC2=NC3=C(C(=C21)NC(=O)N=[S@@](=O)(N)C2=CN=C(S2)C(C)(C)O)CCC3 (S)-N'-((1,2,3,5,6,7-hexahydrodicyclopenta[b,e]pyridin-8-yl)carbamoyl)-2-(2-hydroxypropan-2-yl)thiazole-5-sulfonimidamide